(S)-1-((R)-5H-imidazo[5,1-a]isoindol-5-yl)-2-methylpropan-1-ol C=1N=CN2C1C1=CC=CC=C1[C@@H]2[C@H](C(C)C)O